FC(C(O)C1=CNC2=CC(=CC=C12)C(F)(F)F)F 2,2-difluoro-1-(6-(trifluoromethyl)-1H-indol-3-yl)ethan-1-ol